CC=1N=C(NC1C)C1=NC=CC(=C1)C=1C=NC=C(C1)C(=O)N(C1=CC=CC=C1)C 2'-(4,5-Dimethyl-1H-imidazol-2-yl)-N-methyl-N-phenyl-3,4'-bipyridin-5-carboxamid